tributyltetradecyl-dodecylbenzene C(CCC)C=1C(=C(C(=C(C1)CCCCCCCCCCCC)CCCCCCCCCCCCCC)CCCC)CCCC